ClC=1C=2N(C=C(C1)C1=C(N=C(C=3N1N=NN3)N)C3=CC=C(C=C3)F)C=CN2 5-(8-chloroimidazo[1,2-a]pyridin-6-yl)-6-(4-fluorophenyl)tetrazolo[1,5-a]pyrazin-8-amine